C(CC)NC(O[C@H]1C[C@H](CC1)C1=CC(=NN1)NC(=O)C1=CC=NN1C)=O (1R,3S)-3-(3-{[(1-methyl-1H-pyrazol-5-yl)carbonyl]amino}-1H-pyrazol-5-yl)cyclopentyl propylcarbamate